(E)-N-(3-(4-Chlorostyryl)-1-cyclopentyl-1H-pyrrolo[2,3-b]pyridin-5-yl)acrylamide ClC1=CC=C(/C=C/C2=CN(C3=NC=C(C=C32)NC(C=C)=O)C3CCCC3)C=C1